NC=1C2=C(N=CN1)N(C=C2C=2C(=C(C=CC2)NS(=O)(=O)C2=C(C=C(C(=C2)Cl)Cl)F)F)C N-[3-(4-amino-7-methyl-7H-pyrrolo[2,3-d]pyrimidin-5-yl)-2-fluoro-phenyl]-4,5-dichloro-2-fluoro-benzenesulfonamide